ClC=1C=C(C=C(C1)Cl)C1=NC=2N(C=C1)N=C(C2C2=NC=1C(=NC=C(C1)C(F)(F)F)N2C)SCC 2-(5-(3,5-dichlorophenyl)-2-(ethylsulfanyl)pyrazolo[1,5-a]pyrimidin-3-yl)-3-methyl-6-(trifluoromethyl)-3H-imidazo[4,5-b]pyridine